(R)-2-Aminoadipic acid N[C@@H](C(=O)O)CCCC(=O)O